C1(CC1)NC1=NC(=NC=C1C(F)(F)F)NC1=C2C=NN(C2=CC=C1)CCN1CCOCC1 N4-cyclopropyl-N2-(1-(2-morpholinoethyl)-1H-indazol-4-yl)-5-(trifluoromethyl)pyrimidine-2,4-diamine